C12(CC3CC(CC(C1)C3)C2)C=2NC3=CC=CC=C3C2 2-(1-adamantyl)-1H-indole